6-(2-((1S,4S)-2-oxa-5-azabicyclo[2.2.1]heptan-5-yl)ethoxy)-4-(6-(6-(3-fluoro-2-methylbenzoyl)-2,6-diazaspiro[3.3]heptan-2-yl)pyridin-3-yl)pyrazolo[1,5-a]pyridine-3-carbonitrile [C@@H]12OC[C@@H](N(C1)CCOC=1C=C(C=3N(C1)N=CC3C#N)C=3C=NC(=CC3)N3CC1(C3)CN(C1)C(C1=C(C(=CC=C1)F)C)=O)C2